1-[(1S)-5-[2-fluoro-1-(fluoromethyl)-1-Hydroxy-ethyl]-1-methyl-3,4-dihydro-1H-isoquinolin-2-yl]Ethanone FCC(O)(CF)C1=C2CCN([C@H](C2=CC=C1)C)C(C)=O